4-(3-(5-fluoro-2-methoxypyridin-4-yl)-1H-pyrazole-5-carbonyl)-N-(((S)-3-methyl-5,6,7,8-tetrahydro-[1,2,4]triazolo[4,3-a]pyridin-7-yl)methyl)-4-azaspiro[2.5]octane-7-carboxamide FC=1C(=CC(=NC1)OC)C1=NNC(=C1)C(=O)N1C2(CC2)CC(CC1)C(=O)NC[C@@H]1CC=2N(CC1)C(=NN2)C